(3S)-N-[2-(dimethylamino)ethyl]-3-(methylamino)pyrrolidine-1-carboxamide CN(CCNC(=O)N1C[C@H](CC1)NC)C